N-(4-(3,8-diazabicyclo[3.2.1]octan-3-yl)phenyl)-6-(2-chloro-3,5-dimethoxy-phenyl)-[1,2,4]triazolo[4',3':1,6]pyrido[2,3-d]pyrimidin-2-amine C12CN(CC(CC1)N2)C2=CC=C(C=C2)NC=2N=CC1=C(N2)N2C(C(=C1)C1=C(C(=CC(=C1)OC)OC)Cl)=NN=C2